C(C)(C)(C)OC(N(C)C1=NC=CC(=N1)C1=NC=CC(=C1)F)=O 4-fluoropyridin-2-yl-pyrimidin-2-yl-(methyl)carbamic acid tert-butyl ester